1-Tert-butyl 4-[[1-[1-(2,6-dioxo-3-piperidyl)-3-methyl-2-oxo-benzimidazol-4-yl]-4-piperidyl]methyl-methyl-amino]piperidine-1-carboxylate O=C1NC(CCC1N1C(N(C2=C1C=CC=C2N2CCC(CC2)CN(C2CCN(CC2)C(=O)OC(C)(C)C)C)C)=O)=O